N-(2-(benzo[d]thiazol-2-yl)-3-chlorophenyl)-4-(butylamino)-2,3,5,6-tetrafluorobenzamide S1C(=NC2=C1C=CC=C2)C2=C(C=CC=C2Cl)NC(C2=C(C(=C(C(=C2F)F)NCCCC)F)F)=O